O1[CH-]CCCC1.[Zr+4].O1[CH-]CCCC1.O1[CH-]CCCC1.O1[CH-]CCCC1 zirconium oxanide